4-[[(1R,3S)-3-amino-2,2,3-trimethyl-cyclopentyl]amino]-N'-(2-chloro-5-fluoro-phenyl)-6-(6-methoxy-3-pyridyl)pyrrolo[1,2-b]pyridazine-3-carboxamidine N[C@@]1(C([C@@H](CC1)NC=1C=2N(N=CC1C(=NC1=C(C=CC(=C1)F)Cl)N)C=C(C2)C=2C=NC(=CC2)OC)(C)C)C